N1(N=NC2=NC=CC=C21)C(=O)N2CCN(CC2)C(C2=CC1=C(OCOC1)C=C2)C2=CC1=C(OCOC1)C=C2 (1H-[1,2,3]triazolo[4,5-b]pyridin-1-yl)(4-(bis(4H-benzo[d][1,3]dioxin-6-yl)methyl)piperazin-1-yl)methanone